Deoxy-L-ribose O=CC[C@@H](O)[C@@H](O)CO